5-benzoyl-1-methyl-3-phenyl-1,3,4,5-tetrahydro-2H-benzazepin C(C1=CC=CC=C1)(=O)C1CC(CN(C2=C1C=CC=C2)C)C2=CC=CC=C2